(2S,4R)-1-(2-fluoroprop-2-enoyl)-N-[2-[6-[[5-(3-fluoro-2-pyridyl)thiazol-2-yl]amino]imidazo[4,5-c]pyridin-1-yl]ethyl]4-hydroxy-pyrrolidine-2-carboxamide FC(C(=O)N1[C@@H](C[C@H](C1)O)C(=O)NCCN1C=NC=2C=NC(=CC21)NC=2SC(=CN2)C2=NC=CC=C2F)=C